C(C)N(S(=O)(=O)C1CCOCC1)[C@H](C(F)(F)F)C1=CC=C(C=C1)F (S)-N-ethyl-N-(2,2,2-trifluoro-1-(4-fluorophenyl)ethyl)tetrahydro-2H-pyran-4-sulfonamide